O1COC2=C1C=CC(=C2)OC2=NC=NC1=CC=CC=C21 4-(benzo[d][1,3]dioxol-5-yloxy)quinazoline